[SiH3+].[SiH3+] silylium (silylium)